4-isopropyl-5-(8-methoxy-[1,2,4]triazolo[1,5-a]pyridin-6-yl)-1H-pyrazole-3-one C(C)(C)C=1C(NNC1C=1C=C(C=2N(C1)N=CN2)OC)=O